C(C1=CC(O)=C(O)C(O)=C1)(=O)[O-].[IH2+] iodonium gallate salt